C(#N)N(C=1SC(=C(N1)C(=O)NCCC(C)C)C)C=1C=NC=C(C1)F 2-[cyano-(5-fluoro-3-pyridinyl)amino]-N-isopentyl-5-methyl-thiazole-4-carboxamide